C1(CC1)C=1C(=C(OC=2N=NC(=CC2C2=NOC[C@H](N2)CC2=C(C=C(C=C2)Cl)Cl)C(=C)OCC)C=CC1)F |r| (5RS)-3-[3-(3-cyclopropyl-2-fluorophenoxy)-6-(1-ethoxyvinyl)pyridazin-4-yl]-5-[(2,4-dichlorophenyl)methyl]-5,6-dihydro-4H-1,2,4-oxadiazine